CN1C(CC2=CC(=CC=C12)CNC(=O)C1CCNCC1)=O N-((1-methyl-2-oxoindolin-5-yl)methyl)piperidine-4-carboxamide